5-((5-((4'-chloro-5,5-dimethyl-3,4,5,6-tetrahydro-[1,1'-biphenyl]-2-yl)methyl)-2,5-diazabicyclo[2.2.2]octan-2-yl)methyl)-2-(2,4-dioxotetrahydropyrimidin-1(2H)-yl)isoindoline-1,3-dione ClC1=CC=C(C=C1)C1=C(CCC(C1)(C)C)CN1C2CN(C(C1)CC2)CC=2C=C1C(N(C(C1=CC2)=O)N2C(NC(CC2)=O)=O)=O